3-chlorodibenzo[b,d]furan ClC=1C=CC2=C(OC3=C2C=CC=C3)C1